N-(3-(2-morpholinopropyl)-1,2,4-thiadiazol-5-yl)-5-(3-(trifluoromethoxy)phenyl)-2-(trifluoromethyl)furan-3-carboxamide O1CCN(CC1)C(CC1=NSC(=N1)NC(=O)C1=C(OC(=C1)C1=CC(=CC=C1)OC(F)(F)F)C(F)(F)F)C